4-(2-piperidyl)-1-tetrahydropyran-2-Yl-Benzimidazole N1C(CCCC1)C1=CC=CC=2N(C=NC21)C2OCCCC2